C1=CC(=C(C=C1Cl)Cl)CO/N=C(\\CN2C=CN=C2)/C3=C(C=C(C=C3)Cl)Cl.[N+](=O)(O)[O-] The molecule is an organic nitrate salt resulting from the reaction of equimolar amounts of oxiconazole and nitric acid. An antifungal agent, it is used in creams and powders for the topical treatment of fungal skin infections. It has a role as an antiinfective agent. It is an organic nitrate salt, a conazole antifungal drug and an imidazole antifungal drug. It contains an oxiconazole(1+).